2-methoxy-4-(5-hydroxy-3-oxododecyl)phenolate COC1=C(C=CC(=C1)CCC(CC(CCCCCCC)O)=O)[O-]